tert-butyl 3-hydroxy-3-[4-[5-(trifluoromethyl) pyrimidin-2-yl]piperazine-1-carbonyl]azetidine-1-carboxylate OC1(CN(C1)C(=O)OC(C)(C)C)C(=O)N1CCN(CC1)C1=NC=C(C=N1)C(F)(F)F